S1CC(C2C1=CC=CC2)C(=O)[O-] tetrahydrobenzothiophene-3-carboxylate